(S)-2-(((S)-3-(5-chloro-2-fluorophenyl)-3-(4-isopropylpiperazin-1-yl)propyl)(methyl)amino)-2-(3-methyl-2-((1r,4S)-4-(2,2,2-trifluoroethoxy)cyclohexyl)phenyl)acetic acid ClC=1C=CC(=C(C1)[C@H](CCN([C@H](C(=O)O)C1=C(C(=CC=C1)C)C1CCC(CC1)OCC(F)(F)F)C)N1CCN(CC1)C(C)C)F